BrCCCCC(=O)NN1CCC(CC1)N1C(C2=C(CC1)C(=NN2C2=CC=C(C=C2)OC)C(F)(F)F)=O 5-bromo-N-(4-(1-(4-methoxyphenyl)-7-oxo-3-(trifluoromethyl)-4,5-dihydro-1H-pyrazolo[3,4-c]pyridin-6(7H)-yl)piperidin-1-yl)pentanamide